ClC=1C(=NC=CC1)C1(CC(C1)=O)C#N 1-(3-chloropyridin-2-yl)-3-oxocyclobutane-1-carbonitrile